[N+](=O)([O-])C1=C(/C=C/C=2NC=CN2)C=CC=C1 (E)-2-(2-nitrostyryl)-1H-imidazole